FC(C1=CC=C(C=C1)C1=C(C2=C(CCC1)C=C(C=C2)C(=O)O)C2=CC=C(C=C2)N2CCC(CC2)C=O)F 6-[4-(difluoromethyl)phenyl]-5-[4-(4-formyl-1-piperidyl)phenyl]-8,9-dihydro-7H-benzo[7]annulene-2-carboxylic acid